BrC=1C=NC(=NC1)C1=CCN(CC1)C(=O)OC(C)(C)C tert-butyl 4-(5-bromopyrimidin-2-yl)-5,6-dihydropyridine-1(2H)-carboxylate